FC1=CC=C2C(=CNC2=C1)C(=O)[C@@H]1[C@H]2C([C@H]2CN1C(=O)OCC1=CC=CC=2C3=CC=CC=C3CC12)(C)C (9H-fluorenylmethyl) (1R,2S,5S)-2-(6-fluoro-1H-indole-3-carbonyl)-6,6-dimethyl-3-azabicyclo[3.1.0]hexane-3-carboxylate